trans-N-(4-(1,3-dimethyl-1H-pyrazol-4-yl)-1-methylpyrrolidin-3-yl)-2,2-dimethyl-3-((3-(trifluoromethoxy)pyridin-2-yl)oxy)propanamide CN1N=C(C(=C1)[C@H]1[C@@H](CN(C1)C)NC(C(COC1=NC=CC=C1OC(F)(F)F)(C)C)=O)C